C(C)OC(=O)C1=C(C(SC1)(C)C)C(=O)NNC(=O)OC(C)(C)C tert-butyl 2-[4-(ethoxycarbonyl)-2,2-dimethyl-2,5-dihydrothiophene-3-carbonyl]hydrazine-1-carboxylate